C(C)C1=CC=C(C=C1)NC(N)=S 3-(4-ethylphenyl)thiourea